4-(bis((2S,3R,4R,5R)-2,3,4,5,6-pentahydroxyhexyl)amino)butyl 3-(4'-(4-(3-(3,5-diamino-6-chloropyrazine-2-carbonyl)guanidino)butyl)-[1,1'-biphenyl]-4-yl)propanoate NC=1C(=NC(=C(N1)N)Cl)C(=O)NC(NCCCCC1=CC=C(C=C1)C1=CC=C(C=C1)CCC(=O)OCCCCN(C[C@@H]([C@H]([C@@H]([C@@H](CO)O)O)O)O)C[C@@H]([C@H]([C@@H]([C@@H](CO)O)O)O)O)=N